2-[(2R,5R)-5-[[bis(4-methoxyphenyl)-phenyl-methoxy]methyl]-4-[2-cyanoethoxy-(diisopropylamino)phosphanyl]oxy-2-(2,4-dioxopyrimidin-1-yl)tetrahydrofuran-3-yl]oxy-N,N-didecyl-acetamide COC1=CC=C(C=C1)C(OC[C@@H]1C(C([C@@H](O1)N1C(NC(C=C1)=O)=O)OCC(=O)N(CCCCCCCCCC)CCCCCCCCCC)OP(N(C(C)C)C(C)C)OCCC#N)(C1=CC=CC=C1)C1=CC=C(C=C1)OC